CC(CCCCCCCCCCCCC(CO)O)CCCCCC 15-methyl-heneicosan-1,2-diol